CC1(C(=C(N(C1=O)CC1=CC(=C(C(=C1)OC)OC)OC)C(=O)OC)C(=O)OC)C dimethyl 4,4-dimethyl-5-oxo-1-(3,4,5-trimethoxybenzyl)-4,5-dihydro-1H-pyrrole-2,3-dicarboxylate